2-(2-((2-(2,6-dioxopiperidin-3-yl)-1,3-dioxoisoindoline-4-yl)amino)ethoxy)propionamide O=C1NC(CCC1N1C(C2=CC=CC(=C2C1=O)NCCOC(C(=O)N)C)=O)=O